CN(C1=CC=C(C=C1)C1OCC(NC1)=O)C 6-(4-(dimethylamino)phenyl)morpholin-3-one